FC1=C2C=C(N=NC2=CC(=C1)C=1C=C(C=2N(N1)C=C(N2)C)CC#N)C2CCNCC2 {6-[5-fluoro-3-(piperidin-4-yl)cinnolin-7-yl]-2-methylimidazo[1,2-b]pyridazin-8-yl}acetonitrile